(4-methoxybenzyl)azetidin-3-ol COC1=CC=C(CN2CC(C2)O)C=C1